CC1(OC(C2=CC=C(C=C12)NC1=NC=C(C(=N1)N[C@H](CO)C1=CC=CC=C1)C(=O)OCC)=O)C (S)-ethyl 2-((3,3-dimethyl-1-oxo-1,3-dihydroisobenzofuran-5-yl) amino)-4-((2-hydroxy-1-phenylethyl) amino)pyrimidine-5-carboxylate